4-[(6-bromo-4-methylpyridin-3-yl)sulfonyl]-1,5-dimethyl-1,2,3,4-tetrahydroquinoxaline BrC1=CC(=C(C=N1)S(=O)(=O)N1CCN(C2=CC=CC(=C12)C)C)C